(3S,10R,13S)-17-(4-Bromo-1H-imidazol-1-yl)-16-formyl-10,13-dimethyl-2,3,4,7,8,9,10,11,12,13,14,15-dodecahydro-1H-cyclopenta[a]phenanthren-3-yl acetate C(C)(=O)O[C@H]1CC[C@@]2(C3CC[C@@]4(C(=C(CC4C3CC=C2C1)C=O)N1C=NC(=C1)Br)C)C